N1[C@@H](CC1)C(=O)N1CCN(CC1)C(=O)C=1NC2=CC=C(C(=C2C1)Cl)Cl (S)-azetidin-2-yl(4-(4,5-dichloro-1H-indole-2-carbonyl)piperazin-1-yl)methanone